C(C1=CC=CC=C1)N1N=C(N=C1)C(=O)N[C@@H]1C(N(C=2N(CC1)N=C(C2)CCOCC)C)=O 1-Benzyl-N-[(6S)-2-(2-ethoxyethyl)-4-methyl-5-oxo-7,8-dihydro-6H-pyrazolo[1,5-a][1,3]diazepin-6-yl]-1,2,4-triazol-3-carboxamid